C(C)C1=C(C=C(NC1=O)N1N=C(C=C1CC(=O)N)C)C (1-(5-ethyl-4-methyl-6-oxo-1,6-dihydropyridin-2-yl)-3-methyl-1H-pyrazol-5-yl)acetamide